ClC1=NC(=NC=N1)N[C@H]1[C@@H](CN(CC1)S(=O)(=O)C)O (3R,4R)-4-((4-chloro-1,3,5-triazin-2-yl)amino)-1-(methylsulfonyl)piperidin-3-ol